FC(CN1N=CC=2C1=NC(=CN2)N2CCC1(CCN(C1)C1=NC=C(C(=N1)C(F)(F)F)C)CC2)F 8-(1-(2,2-difluoroethyl)-1H-pyrazolo[3,4-b]pyrazin-6-yl)-2-(5-methyl-4-(trifluoromethyl)pyrimidin-2-yl)-2,8-diazaspiro[4.5]decane